(5S,6S)-5-(6-(3,9-diazaspiro[5.5]undecan-3-yl)pyridin-3-yl)-6-phenyl-5,6,7,8-tetrahydronaphthalen-2-ol C1CN(CCC12CCNCC2)C2=CC=C(C=N2)[C@@H]2C=1C=CC(=CC1CC[C@@H]2C2=CC=CC=C2)O